ClC1=NC(=C2N(C=NC2=N1)C1OCCCC1)Cl 2,6-dichloro-7-(tetrahydro-2H-pyran-2-yl)-7H-purine